ClC1=CC=C(O1)C(=O)N(C)CC1=CC=C(C=C1)F 5-chloro-N-(4-fluorobenzyl)-N-methylfuran-2-carboxamide